(Z)-11-hexadecen-al C(CCCCCCCCC\C=C/CCCC)=O